(S)-5-((((6-(2-chloro-3-(3-chloro-4-((3-fluoro-4-((((R)-2-hydroxypropyl)amino)methyl)pyridin-2-yl)amino)pyridin-2-yl)phenyl)-2-methoxypyridin-3-yl)methyl)amino)methyl)pyrrolidin-2-one ClC1=C(C=CC=C1C1=NC=CC(=C1Cl)NC1=NC=CC(=C1F)CNC[C@@H](C)O)C1=CC=C(C(=N1)OC)CNC[C@@H]1CCC(N1)=O